CC1=CC=CC=C1 6-methylbenzol